CN(C)[SiH](N(C)C)N(C)C tri(dimethylamino)silane